2-(1,3-dimethylbutoxy)-1,3-benzothiazole CC(CC(C)C)OC=1SC2=C(N1)C=CC=C2